C(C)OC=1C=C(C=CC1C=1NC(C2=C(N1)NN=N2)=O)C2=CC(=CC(=C2)O)O 5-(3-Ethoxy-3',5'-dihydroxy-[1,1'-biphenyl]-4-yl)-3,6-dihydro-7H-[1,2,3]triazolo[4,5-d]pyrimidin-7-one